FC(CN1CCC(CC1)(C(=O)NC=1N=CC2=CC=C(C=C2C1)C1=CN=C(N1C)C)F)F 1-(2,2-difluoroethyl)-N-(6-(1,2-dimethyl-1H-imidazol-5-yl)isoquinolin-3-yl)-4-fluoropiperidine-4-carboxamide